C1(CCCCC1)OC1=C(C(=CC=C1)OC1CCCCC1)N1C=CC=C1 1-(2,6-dicyclohexyloxyphenyl)-pyrrole